COC1=CC2=C(N=NN(C2=O)CC(=O)N[C@@H](C)C2=CC=C(C=C2)C(F)(F)F)C=C1 (S)-2-(6-methoxy-4-oxo-benzo[d][1,2,3]triazin-3(4H)-yl)-N-(1-(4-(trifluoromethyl)phenyl)ethyl)acetamide